C(C)C=C1C(=O)NC(C1)=O ethyl-itaconimide